(1-(5-(2-chloro-4-phenoxybenzoyl)-7H-pyrrolo[2,3-d]pyrimidin-4-yl)piperidin-4-yl)(4-methylpiperazin-1-yl)methanone ClC1=C(C(=O)C2=CNC=3N=CN=C(C32)N3CCC(CC3)C(=O)N3CCN(CC3)C)C=CC(=C1)OC1=CC=CC=C1